FC1=CC=C(C=C1)NC(C(=O)N[C@H](C(=O)N[C@@H](CCC(=O)O)C(COC1=C(C(=CC(=C1F)F)F)F)=O)C)=O (S)-4-((S)-2-(2-((4-fluorophenyl)amino)-2-oxoacetamido)propanamido)-5-oxo-6-(2,3,5,6-tetrafluorophenoxy)hexanoic acid